(2S,3R,5R)-3-(((2-(3,4-dihydroxybenzoyl)hydrazinecarbonyl)oxy)methyl)-3-methyl-7-oxo-4-thia-1-azabicyclo[3.2.0]heptane-2-carboxylic acid 4,4-dioxide OC=1C=C(C(=O)NNC(=O)OC[C@]2([C@@H](N3C(C[C@H]3S2(=O)=O)=O)C(=O)O)C)C=CC1O